C1(CC1)OCCN1C(NC(C2=C1C=CN2)=O)=S 1-(2-cyclopropoxyethyl)-2-thioxo-1,2,3,5-tetrahydro-pyrrolo[3,2-d]pyrimidin-4-one